1-[(E)-2-(6-Methoxy-1-indanylidene)ethyl]azetidine COC1=CC=C2CC/C(/C2=C1)=C\CN1CCC1